N(=[N+]=[N-])\C(\C(=O)OCC)=C/C1=C(C=C(C=C1)C)Br ethyl (Z)-2-azido-3-(2-bromo-4-methyl-phenyl)prop-2-enoate